CCCCC/C=C\\C/C=C\\C/C=C\\C/C=C\\C/C=C\\CCCCCCC(=O)O The molecule is a very long-chain omega-6 fatty acid that is hexacosanoic acid containing five double bonds located at positions 8, 11, 14, 17 and 20 (the 8Z,11Z,14Z,17Z,20Z-isomer). It is an omega-6 fatty acid and a hexacosapentaenoic acid. It is a conjugate acid of an (8Z,11Z,14Z,17Z,20Z)-hexacosapentaenoate.